6-methyl-benzotri-azole CC=1C=CC2=C(NN=N2)C1